C(C)(C)(C)OC(=O)N1CC2=CC(=C(C=C2C1)Br)C(=O)N1CC2=CC=CC=C2C[C@H]1C 5-bromo-6-[(3R)-3-methyl-1,2,3,4-tetrahydroisoquinoline-2-carbonyl]-2,3-dihydro-1H-isoindole-2-carboxylic acid tert-butyl ester